CC1=C(OCC(=O)N[C@H]([C@H](C[C@H](CC2=CC=CC=C2)NC([C@H](C(C)C)N2C(NCCC2)=O)=O)O)CC2=CC=CC=C2)C(=CC=C1)C (2S)-N-[(2S,4S,5S)-5-[[2-(2,6-dimethylphenoxy)acetyl]amino]-4-hydroxy-1,6-diphenyl-hexan-2-yl]-3-methyl-2-(2-oxo-1,3-diazinan-1-yl)butanamide